NC1=NC=2C=NC(=CC2C2=C1COC2)C(=O)N([C@@H](COC)C)CC=2N=NC(=CC2)Br 4-amino-N-((6-bromo-3-pyridazinyl)methyl)-N-((2R)-1-methoxy-2-propanyl)-1,3-dihydrofuro[3,4-c][1,7]naphthyridine-8-carboxamide